ClC1=CC=C(C(=N1)C)OC1=C(C(=O)OC)C(=C(C=N1)C(F)(F)F)C methyl 2-((6-chloro-2-methylpyridin-3-yl)oxy)-4-methyl-5-(trifluoromethyl)nicotinate